1,6-Dipropyl-1,6-diazacyclodecan C(CC)N1CCCCN(CCCC1)CCC